[Na].C(C=1C(O)=CC=CC1)(=O)OCCCCCCCC octyl salicylate sodium salt